1-(tert-butyl) 3-methyl piperidine-1,3-dicarboxylate N1(CC(CCC1)C(=O)OC)C(=O)OC(C)(C)C